7-(8-ethynyl-7-fluoronaphthalen-1-yl)-8-fluoro-N-methyl-2-(8-methyl-3,8-diazabicyclo[3.2.1]octan-3-yl)-N-(((R)-pyrrolidin-2-yl)methyl)pyrido[4,3-d]pyrimidin-4-amine C(#C)C=1C(=CC=C2C=CC=C(C12)C1=C(C=2N=C(N=C(C2C=N1)N(C[C@@H]1NCCC1)C)N1CC2CCC(C1)N2C)F)F